C(CC)S monopropyl mercaptan